{[1-(8-ethoxyquinazolin-4-yl)-4-hydroxypiperidin-4-yl]methyl}(imino)methyl-λ6-sulfanone C(C)OC=1C=CC=C2C(=NC=NC12)N1CCC(CC1)(O)C[SH2](=O)C=N